methyl-4-((tetrahydro-2H-pyran-2-yl)oxy)phenol CC1=C(C=CC(=C1)OC1OCCCC1)O